tert-butyl (S)-2-(6-chloro-2-(2-methoxyacetyl)isoindolin-4-yl)pyrrolidine-1-carboxylate ClC1=CC(=C2CN(CC2=C1)C(COC)=O)[C@H]1N(CCC1)C(=O)OC(C)(C)C